5-(6,7-Dichloro-10-(1H-pyrazol-4-yl)-1,2,3,4-tetrahydropyrazino[1,2-a]indole-2-carbonyl)-1-ethylpyrrolidin-2-one ClC1=C(C=CC=2C(=C3N(C12)CCN(C3)C(=O)C3CCC(N3CC)=O)C=3C=NNC3)Cl